C(C)(C)(C)OC(=O)N1CC2=C(C=NC(=C2CC1)C)O 8-hydroxy-5-methyl-3,4-dihydro-2,6-naphthyridine-2(1H)-carboxylic acid tert-butyl ester